OC1=NC=CC(=C1)C=O 2-hydroxypyridine-4-formaldehyde